dicyclohexyl-[3-(2,4,6-triisopropylphenyl)phenyl]phosphane tert-butyl-((1r,3r)-3-(4-(difluoromethoxy)-3-fluorophenoxy)cyclobutyl)carbamate C(C)(C)(C)N(C(O)=O)C1CC(C1)OC1=CC(=C(C=C1)OC(F)F)F.C1(CCCCC1)P(C1=CC(=CC=C1)C1=C(C=C(C=C1C(C)C)C(C)C)C(C)C)C1CCCCC1